Cl.C(C)(C)(C)N[C@@H](CC1=CC=CC=C1)C(=O)O t-butyl-phenylalanine hydrochloride